Copper mercaptobenzothiazole C1=CC=C2C(=C1)N=C(S2)[S-].C1=CC=C2C(=C1)N=C(S2)[S-].[Cu+2]